2-[cyano(2,6-difluoropyridin-4-yl)amino]-N-(spiro[3.4]octan-1-yl)-5-methylthiazole-4-carboxamide C(#N)N(C=1SC(=C(N1)C(=O)NC1CCC12CCCC2)C)C2=CC(=NC(=C2)F)F